N(=[N+]=[N-])CCCCCN1C(C2=CC=CC=C2C1=O)=O 2-(5-azidopentyl)isoindoline-1,3-dione